C(C)(=O)N1C=2N(CC1CC(=O)OCC)C(=C(N2)C2=NC(=CC=C2)C)C2=CC=1C=NC=CC1S2 Ethyl 2-(1-acetyl-6-(6-methylpyridin-2-yl)-5-(thieno[3,2-c]pyridin-2-yl)-2,3-dihydro-1H-imidazo[1,2-a]imidazol-2-yl)acetate